ClC1=C(C=C2CCNCC2=C1)N1C(C2(C3=C1N=CN=C3)CC2)=O 7'-(7-chloro-1,2,3,4-tetrahydroisoquinolin-6-yl)spiro[cyclopropane-1,5'-pyrrolo[2,3-d]pyrimidin]-6'(7'H)-one